C1=C(C=CC2=CC=CC=C12)C(=O)N1C=C(C2=C(C=CC=C12)Br)C=O N-(2-naphthoyl)-4-bromoindole-3-formaldehyde